ClC1=CC=C(C=C1)C(CCCC(=O)O)=O 5-(4-chlorophenyl)-5-oxopentanoic acid